4-[1-[(5-chloropyrimidin-2-yl)methyl]-4-(trifluoromethyl)imidazol-2-yl]butan-1,2-diol ClC=1C=NC(=NC1)CN1C(=NC(=C1)C(F)(F)F)CCC(CO)O